O=C(CC(C)=O)C=1SC=CC1 4-oxo-4-(thiophen-2-yl)butanone